4-hydroxy-1,3-dioxolan-2-one OC1OC(OC1)=O